2-(6,7-Dihydro-5H-pyrrolo[1,2-c]imidazol-1-yl)-2-(6-(4-((dimethylamino)methyl)phenyl)-7-methyl-4-(trifluoromethyl)-2H-indazol-2-yl)-N-(thiazol-2-yl)acetamide C1(=C2N(C=N1)CCC2)C(C(=O)NC=2SC=CN2)N2N=C1C(=C(C=C(C1=C2)C(F)(F)F)C2=CC=C(C=C2)CN(C)C)C